C(\C=C/C(=O)OCC(CCC)CC)(=O)OCC(CCC)CC di(2-ethylpentyl) maleate